ClC=1N=C(N2N=C(N=CC21)N[C@H]2[C@@H](CNCC2)F)C(C(C)(O)C)C 3-(5-chloro-2-{[(3R,4R)-3-fluoropiperidin-4-yl]amino}imidazo[4,3-f][1,2,4]triazin-7-yl)-2-methylbutan-2-ol